CC=1C(=C(C=C(C1)C(F)(F)F)O)C=1N=NC(=CC1)N[C@H]1[C@@H]2CC[C@H](CC1)N2C 3-methyl-2-(6-(((1s,2r,5s)-8-methyl-8-azabicyclo[3.2.1]oct-2-yl)amino)pyridazin-3-yl)-5-(trifluoromethyl)phenol